N-benzyl-4-bromobenzenesulfonamide C(C1=CC=CC=C1)NS(=O)(=O)C1=CC=C(C=C1)Br